C1(=C(C(=C(C=2C3=C(C(=C(C(=C3N(C12)C=1C=C(C=CC1)NC=1C=C(C=C(C1)C1=C(C(=C(C(=C1[2H])[2H])[2H])[2H])[2H])C1=C(C(=C(C(=C1[2H])[2H])[2H])[2H])[2H])[2H])[2H])[2H])[2H])[2H])[2H])[2H])[2H] N-(3-(9H-carbazol-9-yl-d8)phenyl)-[1,1':3',1''-terphenyl]-2,2'',3,3'',4,4'',5,5'',6,6''-d10-5'-amine